1-hexadecyl-2-(9Z-hexadecenoyl)-glycero-3-phosphoserine CCCCCCCCCCCCCCCCOC[C@H](COP(=O)(O)OC[C@@H](C(=O)O)N)OC(=O)CCCCCCC/C=C\CCCCCC